tert-Butyl 3-(4-amino-3-hydroxyphenyl)-3,8-diazabicyclo[3.2.1]octane-8-carboxylate NC1=C(C=C(C=C1)N1CC2CCC(C1)N2C(=O)OC(C)(C)C)O